CC1=C2C(=C(C(N(C2=CC(=C1)C(F)(F)F)C=1C=NC(=CC1)OC)=O)C(=O)OCCCOCC1=CC=C(C=C1)OC)N 3-((4-Methoxybenzyl)oxy)propan-1-ol methyl-4-amino-1-(6-methoxypyridin-3-yl)-2-oxo-7-(trifluoromethyl)-1,2-dihydroquinoline-3-carboxylate